N-((4-((3R,5S)-3,5-Dimethylpiperazin-1-yl)-6-methylpyrimidin-2-yl)methyl)-5-(tetrahydro-2H-pyran-4-yl)-7H-pyrrolo[2,3-d]pyrimidin-4-amine C[C@@H]1CN(C[C@@H](N1)C)C1=NC(=NC(=C1)C)CNC=1C2=C(N=CN1)NC=C2C2CCOCC2